ClCCOC1=CC=C(C=C1)B1OC(C(O1)(C)C)(C)C 2-[4-(2-chloroethoxy)phenyl]-4,4,5,5-tetramethyl-1,3,2-dioxaborolane